C(C)(C)(C)OC(=O)NCCC([C@@H](C(=O)OCC1=CC=CC=C1)N1C(C2=CC=CC=C2C1=O)=O)(C)C (S)-benzyl 5-((tert-butoxycarbonyl)amino)-2-(1,3-dioxoisoindolin-2-yl)-3,3-dimethylpentanoate